C(=C/C1=CC=CC=C1)/C=1C2=CC=CC=C2C=C2C=CC=CC12 cis-9-styrylanthracene